(2S)-2-(9H-fluoren-9-ylmethoxycarbonylamino)-3-(3-methylbutoxy)propanoic acid C1=CC=CC=2C3=CC=CC=C3C(C12)COC(=O)N[C@H](C(=O)O)COCCC(C)C